6-(2-ethylphenyl)-5-[4-[(3S)-1-(3-fluoropropyl)pyrrolidin-3-yl]oxyphenyl]-8,9-dihydro-7H-benzo[7]annulen-2-ol C(C)C1=C(C=CC=C1)C1=C(C2=C(CCC1)C=C(C=C2)O)C2=CC=C(C=C2)O[C@@H]2CN(CC2)CCCF